1-(4-fluorophenyl)-3-(5-(4-oxo-3-propyl-3,4-dihydro-quinazolin-6-yl)benzo[d]thiazol-2-yl)urea FC1=CC=C(C=C1)NC(=O)NC=1SC2=C(N1)C=C(C=C2)C=2C=C1C(N(C=NC1=CC2)CCC)=O